4-amino-N-(3-(3-aminoprop-1-yn-1-yl)-4-(2-methoxyethoxy)phenyl)butanamide NCCCC(=O)NC1=CC(=C(C=C1)OCCOC)C#CCN